O1C(SN=C1)=O 1,3,4-oxathiazol-2-one